C12(CC3CC(CC(C1)C3)C2)NCCCN2CCN(CC2)C2=C3C(N(C(=NC3=CC=C2)C)C2C(NC(CC2)=O)=O)=O 3-(5-(4-(3-(((3s,5s,7s)-adamantan-1-yl)amino)propyl)piperazin-1-yl)-2-methyl-4-oxoquinazolin-3(4H)-yl)piperidine-2,6-dione